tert-butyl 4-[[(2S)-2-amino-2-[(4-phenyl-1,3-thiazol-2-yl)carbamoyl]ethoxy]methyl]benzoate N[C@@H](COCC1=CC=C(C(=O)OC(C)(C)C)C=C1)C(NC=1SC=C(N1)C1=CC=CC=C1)=O